ClC=1C=CC2=C(C[C@@H](CC=3N2C(=NN3)[C@@H]3CC[C@H](CC3)OC3=NC=CC=C3)NCC(C)C)C1 (5S)-8-chloro-N-(2-methylpropyl)-1-[trans-4-(pyridin-2-yloxy)cyclohexyl]-5,6-dihydro-4H-[1,2,4]triazolo[4,3-a][1]benzazepin-5-amine